7-bromo-N-(1-(2-methyl-3-(trifluoromethyl)phenyl)ethyl)phthalazin-1-amine BrC1=CC=C2C=NN=C(C2=C1)NC(C)C1=C(C(=CC=C1)C(F)(F)F)C